COC(=O)C=1C=C2C(=NC1)C=NN2 1H-pyrazolo[4,3-b]pyridine-6-carboxylic acid methyl ester